C(C1=CC=CC=C1)N1N=NC(=C1)CS(=O)(=O)Cl (1-benzyl-1H-1,2,3-triazol-4-yl)methanesulfonyl chloride